ClC=1N=NC(=CC1N1CCNCC1)Cl 3,6-dichloro-4-piperazin-1-yl-pyridazine